1,2-Dimethylpropylacetat CC(C(C)C)OC(C)=O